FC1=C(C(=O)NC=2SC=C(N2)C)C=C(C(=C1)F)C=1C=NC=CC1C 2,4-difluoro-5-(4-methylpyridin-3-yl)-N-(4-methylthiazol-2-yl)benzamide